4-((R)-3-((cyclobutylmethyl)amino)piperidin-1-yl)-1-(1-(4-(5-(4-methyl-piperazin-1-yl)pyridin-3-yl)-1H-1,2,3-triazol-1-yl)ethyl)pyridin-2(1H)-one C1(CCC1)CN[C@H]1CN(CCC1)C1=CC(N(C=C1)C(C)N1N=NC(=C1)C=1C=NC=C(C1)N1CCN(CC1)C)=O